N-(3-Cyano-4-methyl-1H-indol-7-yl)-1,5-dimethyl-pyrazol-4-sulfonamid C(#N)C1=CNC2=C(C=CC(=C12)C)NS(=O)(=O)C=1C=NN(C1C)C